2-methyl-2H-pyrazolol CN1N=CC=C1O